C(CCCC)OCCC\C=C/CC[Li] (3Z)-6-(pentoxymethyl)-3-hexenyl-lithium